COC=1C=C(CN(C2=CC=C(C=C2)COCCN2CCOCC2)CC2=CC=C(C=C2)N2CCOCC2)C=CC1 N-(3-methoxybenzyl)-N-(4-morpholinobenzyl)-4-((2-morpholinoethoxy)methyl)aniline